C(C)(C)(C)OC(N(C(=O)OC(C)(C)C)C=1C(=C2C=C(N(C2=CC1)S(=O)(=O)C1=CC=CC=C1)I)Br)=O N-[1-(benzenesulfonyl)-4-bromo-2-iodo-indol-5-yl]-N-tert-Butoxycarbonyl-carbamic acid tert-butyl ester